2-(3-((E)-((1S,2S,5S,6R)-2-fluoro-6-methoxy-8-azabicyclo[3.2.1]octan-3-ylidene)methyl)-1,2,4-triazin-6-yl)-5-(1H-imidazol-1-yl)phenol F[C@@H]\1[C@@H]2C[C@H]([C@H](C/C1=C\C=1N=NC(=CN1)C1=C(C=C(C=C1)N1C=NC=C1)O)N2)OC